C(#N)C1=CC=C(C=C1)C1=CC(=CN=N1)C(=O)NCC=1C(=NC=C(C1)F)N1CCOCC1 6-(4-cyanophenyl)-N-[(5-fluoro-2-morpholino-3-pyridinyl)methyl]pyridazine-4-carboxamide